N1CC(C1)N1CCC2(CC1)CCN(CC2)C=2C=C1CN(C(C1=CC2)=O)C2C(NC(CC2)=O)=O 3-[5-[3-(azetidin-3-yl)-3,9-diazaspiro[5.5]undecan-9-yl]-1-oxo-isoindolin-2-yl]piperidine-2,6-dione